OCC=1C=C2CN(C(C2=CC1)=O)C1C(NC(CC1)=O)=O 3-(5-(hydroxymethyl)-1-oxoisoindolin-2-yl)piperidine-2,6-dione